FC(OC1=CC=C(C=C1)C1=CC=C(C=C1)C=CC1=C(N=NN1)C(=O)O)(F)F 5-(2-(4'-(trifluoromethoxy)-[1,1'-biphenyl]-4-yl)vinyl)-1H-1,2,3-triazole-4-carboxylic acid